1-[(3,5-difluorophenyl)(phenyl)methyl]-4-(5-methylpyridine-3-carbonyl)piperazine FC=1C=C(C=C(C1)F)C(N1CCN(CC1)C(=O)C=1C=NC=C(C1)C)C1=CC=CC=C1